BrC1=CC=C(C=C1)C=CC(=O)C1=CC=C(C=C1)O 3-(4-bromophenyl)-1-(4-hydroxyphenyl)prop-2-en-1-one